2-(3,4-difluorobenzyl)-3,3-dimethyl-1-oxo-1,2,3,4-tetrahydroisoquinoline-4-carboxylic acid FC=1C=C(CN2C(C3=CC=CC=C3C(C2(C)C)C(=O)O)=O)C=CC1F